CC(CCCC)OC(C(=C)C)=O 1-methylpentylmethacrylat